C(C)(C)(C)NC=1OC(C(=C(N1)C1=CC=C(C=C1)C)C)=O 2-(tert-butylamino)-5-methyl-4-(p-tolyl)-6H-1,3-oxazin-6-one